ClC1=CC=C(C=C1)N1C(=NN=C1CS(=O)C)[C@@H]1CC[C@H](CC1)OC1=NC=CC=C1 trans-(+)-2-((4-(4-(4-Chlorophenyl)-5-((methylsulfinyl)methyl)-4H-1,2,4-triazol-3-yl)cyclohexyl)oxy)pyridin